FC(S(=O)(=O)[O-])(F)F.C1(=CC=CC=C1)[I+]C1=CC=CC=C1 Diphenyliodonium trisfluoromethanesulfonate salt